C(C)C(=CCC(CCO)C)CC 6-ethyl-3-methyl-5-octenol